ClC=1C(=NC=CC1C=N[S@@](=O)C(C)(C)C)C(F)F (S)-N-((3-chloro-2-(difluoromethyl)pyridin-4-yl)methylene)-2-methylpropan-2-sulfinamide